6-[1-(2,2-difluoroethyl)-1H-pyrazolo[3,4-b]pyrazin-6-yl]-2-(3-methylbenzoyl)-2,6-diazaspiro[3.4]octane FC(CN1N=CC=2C1=NC(=CN2)N2CC1(CN(C1)C(C1=CC(=CC=C1)C)=O)CC2)F